(4-(4-((bis(pyridin-2-ylmethyl)amino)methyl)-1H-1,2,3-triazol-1-yl)phenyl)-N-methyl-N-((2S,3R,4R,5R)-2,3,4,5,6-pentahydroxyhexyl)acetamide N1=C(C=CC=C1)CN(CC1=NC=CC=C1)CC=1N=NN(C1)C1=CC=C(C=C1)CC(=O)N(C[C@@H]([C@H]([C@@H]([C@@H](CO)O)O)O)O)C